(3S,6S,7R)-6,12-dihydroxy-3-methyl-1,11-dioxo-N-(2,4,6-trifluorobenzyl)-1,6,7,11-tetrahydro-3H-2,7-methanopyrido[1,2-a][1,4]diazonine-10-carboxamide O[C@H]1C=C[C@@H](N2C(C=3N([C@@H]1C2)C=C(C(C3O)=O)C(=O)NCC3=C(C=C(C=C3F)F)F)=O)C